[4-({[1-(2-chlorobenzoyl)-4-methoxy-3-[4-(trifluoromethyl)oxan-3-yl]-1H-pyrazol-5-yl]sulfanyl}methyl)phenyl]methanamine ClC1=C(C(=O)N2N=C(C(=C2SCC2=CC=C(C=C2)CN)OC)C2COCCC2C(F)(F)F)C=CC=C1